butyl hydrazine-1,2-dicarboxylate N(NC(=O)[O-])C(=O)OCCCC